(4-diethylamino-phenyl)-carbamic acid isobutyl ester C(C(C)C)OC(NC1=CC=C(C=C1)N(CC)CC)=O